C(N)(=O)C1=CC(=C(C(=C1)[N+](=O)[O-])NC/C=C/CNC(OC(C)(C)C)=O)OCCCN1CCOCC1 tert-butyl (E)-(4-((4-carbamoyl-2-(3-morpholinopropoxy)-6-nitrophenyl)amino)but-2-en-1-yl)carbamate